CC1(C(OB(O1)C=1CCN(CC1)C(=O)OCC1=CC=CC=C1)(C)C)C benzyl 4-(tetramethyl-1,3,2-dioxaborolan-2-yl)-1,2,3,6-tetrahydropyridine-1-carboxylate